NC1=CC=CC(=N1)S(=O)(=O)NC(=O)C=1C(=NC=C(C1)C1=C(C=CC=C1)CCC)OC1=C(C=C(C=C1C)C)C N-[(6-Amino-2-pyridyl)sulfonyl]-5-(2-propylphenyl)-2-(2,4,6-trimethylphenoxy)pyridin-3-carboxamid